N1,N1',N1'',N1'''-(Benzene-1,2,4,5-tetrayl)tetrakis(N8-hydroxyoctanediamide) C1(=C(C=C(C(=C1)NC(CCCCCCC(=O)NO)=O)NC(CCCCCCC(=O)NO)=O)NC(CCCCCCC(=O)NO)=O)NC(CCCCCCC(=O)NO)=O